tert-butyl N-[2'-(4-nitrobenzenesulfonamido)ethyl]carbamate [N+](=O)([O-])C1=CC=C(C=C1)S(=O)(=O)NCCNC(OC(C)(C)C)=O